[Li+].FC(C(=O)[O-])ON1[C@@H]2C=C([C@H](N(C1=O)C2)C(NCC2=NC=CN=C2)=O)C 2-fluoro-2-(((2S,5R)-3-methyl-7-oxo-2-((pyrazin-2-ylmethyl)carbamoyl)-1,6-diazabicyclo[3.2.1]oct-3-en-6-yl)oxy)acetic acid lithium salt